BrC=1C=C2C(=CNC2=CC1)NC=C(C(=O)OCC)C(=O)OCC diethyl 2-[[(5-bromo-1H-indol-3-yl)amino]methylene]-propanedioate